[I-].[Eu+2].[I-] Europium (II) iodide